5-Bromo-3-(4-(5-(difluoromethyl)-1,3,4-oxadiazol-2-yl)-2-fluorobenzyl)-1-methyl-1,3-dihydro-2H-benzo[d]imidazol-2-one BrC1=CC2=C(N(C(N2CC2=C(C=C(C=C2)C=2OC(=NN2)C(F)F)F)=O)C)C=C1